(1S,3R)-3-acetyl-2,2-dimethylcyclobutane-1-carboxylic acid C(C)(=O)[C@H]1C([C@H](C1)C(=O)O)(C)C